tert-butyl (tert-butoxycarbonyl)(8-(((tert-butyldimethylsilyl)oxy)methyl)-6-fluoro-5-formylisoquinolin-3-yl)carbamate C(C)(C)(C)OC(=O)N(C(OC(C)(C)C)=O)C=1N=CC2=C(C=C(C(=C2C1)C=O)F)CO[Si](C)(C)C(C)(C)C